(S or R)-2-(3-(2-(((S)-phenyl((R)-1,2,3,4-tetrahydro-1,5-naphthyridin-3-yl)methyl)amino)ethyl)phenyl)propanoic acid C1(=CC=CC=C1)[C@H]([C@H]1CNC2=CC=CN=C2C1)NCCC=1C=C(C=CC1)[C@@H](C(=O)O)C |o1:26|